FC1=C(C=CC(=C1)F)C1=NN(C(=C1O)C)C 3-(2,4-difluorophenyl)-1,5-dimethyl-pyrazol-4-ol